1-[7-[[2-[(cyclobutylmethylamino)methyl]-1H-indol-6-yl]methyl]-8-oxo-2,7-naphthyridin-4-yl]piperidine-3-carbonitrile C1(CCC1)CNCC=1NC2=CC(=CC=C2C1)CN1C=CC=2C(=CN=CC2C1=O)N1CC(CCC1)C#N